dichlorodifluorotungsten oxide Cl[W](F)(F)(Cl)=O